3-(4-(6-(4-Aminothiophene-2-yl)pyrazin-2-yl)-2-methoxyphenyl)oxetan-3-ol NC=1C=C(SC1)C1=CN=CC(=N1)C1=CC(=C(C=C1)C1(COC1)O)OC